ONC(=O)C1=C(C=C(OC2CCC(CC2)NC(OC(C)(C)C)=O)C=C1)OC tert-butyl ((1r,4r)-4-(4-(N-hydroxycarbamoyl)-3-methoxyphenoxy)cyclohexyl)carbamate